1-[2-[6-[(6-methoxy-2-methyl-3,4-dihydro-1H-isoquinolin-7-yl)amino]pyrazolo[3,4-d]pyrimidin-1-yl]-7-azaspiro[3.5]nonan-7-yl]ethan-1-one COC=1C=C2CCN(CC2=CC1NC1=NC=C2C(=N1)N(N=C2)C2CC1(C2)CCN(CC1)C(C)=O)C